FC=1C=CC(=NC1C=NO)C#CCN(C(OCC1=CC=CC=C1)=O)C1=CC=NC=C1 Benzyl (3-(5-fluoro-6-((hydroxyimino)methyl)pyridin-2-yl)prop-2-yn-1-yl)(pyridin-4-yl)carbamate